3-(Dimethylamino)-1,2-propanediol CN(CC(CO)O)C